2H-indazole-3-d-7-carboxamide N=1NC(=C2C=CC=C(C12)C(=O)N)[2H]